C(C)C1=C(CN2CC(CC2)C(=O)O)C=CC(=C1)C(C)=NOCC1=C(C=C(C=C1)C1=NC=C(N=C1)F)F 1-(2-ethyl-4-(1-(((2-fluoro-4-(5-fluoropyrazin-2-yl)benzyl)oxy)imino)ethyl)benzyl)pyrrolidine-3-carboxylic acid